[2-[3-(3,3-difluoroazetidin-1-yl)phenyl]-2-methoxy-acetyl]Lithium oxide [O-2].FC1(CN(C1)C=1C=C(C=CC1)C(C(=O)[Li])OC)F